CNCCCNC 1,3-bis(methylamino)propane